2-methyl-2-[1-(6-pyrrolidin-1-ylpyridazin-4-yl)indazol-6-yl]propanenitrile CC(C#N)(C)C1=CC=C2C=NN(C2=C1)C1=CN=NC(=C1)N1CCCC1